4-(4-chlorophenyl)-3H-1,2,3,5-dithiadiazole ClC1=CC=C(C=C1)C=1NSSN1